N[C@@H](CCC1=NC(=NC(=C1)C1=C(C=CC=C1C)C)NS(=O)(=O)C=1C=C(C(=O)O)C=CC1)CC(C)(C)C 3-[[4-[(3S)-3-amino-5,5-dimethyl-hexyl]-6-(2,6-dimethylphenyl)pyrimidin-2-yl]sulfamoyl]benzoic acid